3-(4-((1S,4S,5R)-5-((3-(2-chloro-6-methylphenyl)-5-cyclopropylisoxazol-4-yl)methoxy)-2-azabicyclo[2.2.1]heptan-2-yl)-3-fluorophenyl)-N-(methylsulfonyl)propanamide ClC1=C(C(=CC=C1)C)C1=NOC(=C1CO[C@H]1[C@@H]2CN([C@H](C1)C2)C2=C(C=C(C=C2)CCC(=O)NS(=O)(=O)C)F)C2CC2